6'-fluoro-5-(1-methyl-1H-pyrazol-4-yl)-3-(4-(4-methyl-4H-1,2,4-triazol-3-yl)piperidin-1-yl)-[2,3'-bipyridine]-4-carbonitrile FC1=CC=C(C=N1)C1=NC=C(C(=C1N1CCC(CC1)C1=NN=CN1C)C#N)C=1C=NN(C1)C